NC1=CC=C(C=C1)C1=CC=C(C(=O)O)C=C1 4-(p-aminophenyl)benzoic acid